FC=1C=C(C=C(C1)F)[C@@H]1N(OCC1)C1=CC(=NC=N1)NC=1C(=CC(=C(C1)NC(C=C)=O)N1C[C@@H](N(CC1)C)C)OC N-(5-((6-((R)-3-(3,5-difluorophenyl)isoxazolidine-2-yl)pyrimidine-4-yl)amino)-2-((S)-3,4-dimethylpiperazine-1-yl)-4-methoxyphenyl)acrylamide